C(#N)CC1(CN(C1)S(=O)(=O)CC)N1N=CC(=C1)C=1C2=C(N=C(N1)NC1=CC=C(C(=O)NCCCCOC3=CC=C(C=C3)C3C(N(C(CC3)=O)C)=O)C=C1)NC=C2 4-((4-(1-(3-(cyanomethyl)-1-(ethylsulfonyl)azetidin-3-yl)-1H-pyrazol-4-yl)-7H-pyrrolo[2,3-d]pyrimidin-2-yl)amino)-N-(4-(4-(1-methyl-2,6-dioxopiperidin-3-yl)phenoxy)butyl)benzamide